C(C)OC(=O)C1=CC(=NN1CCOCCOCC#C)COC 3-(methoxymethyl)-1-(2-(2-(prop-2-yn-1-yloxy)ethoxy)ethyl)-1H-pyrazole-5-carboxylic acid ethyl ester